3,3'-dithiodibutyryl chloride C(CC(C)SSC(CC(=O)Cl)C)(=O)Cl